(+)-(2-Fluorophenyl)(5-{[2-(4-isopropylphenyl)-imidazo[1,2-a]pyridin-3-yl]methyl}-2,5-diazabicyclo[2.2.2]oct-2-yl)methanone FC1=C(C=CC=C1)C(=O)N1C2CN(C(C1)CC2)CC2=C(N=C1N2C=CC=C1)C1=CC=C(C=C1)C(C)C